O=C1N(CCC(N1)=O)C=1C=C(C(=O)N2CCC(CC2)C(=O)N2CCC(CC2)NC(OC(C)(C)C)=O)C=CC1OC tert-butyl N-[1-[1-[3-(2,4-dioxohexahydropyrimidin-1-yl)-4-methoxy-benzoyl]piperidine-4-carbonyl]-4-piperidyl]carbamate